C(CCCCCCC\C=C/C[C@H](O)CCCCCC)(=O)OCC(COC(CCCCCCC\C=C/C[C@H](O)CCCCCC)=O)(COC(CCCCCCC\C=C/C[C@H](O)CCCCCC)=O)COC(CCCCCCC\C=C/C[C@H](O)CCCCCC)=O PENTAERYTHRITOL TETRARICINOLEATE